5-bromo-3-(2-ethylhexyl)-2-thiophenecarboxaldehyde BrC1=CC(=C(S1)C=O)CC(CCCC)CC